2-amino-3-methylpentanoate NC(C(=O)[O-])C(CC)C